methyl (S)-3-hydroxy-2-((2-oxo-4-(o-tolyl)-2H-chromen-7-yl)oxy)propanoate OC[C@@H](C(=O)OC)OC1=CC=C2C(=CC(OC2=C1)=O)C1=C(C=CC=C1)C